(R)-1-((R)-6-(2,5-difluorophenyl)-4-((3-(trifluoromethyl)phenyl)sulfonyl)-3,4-dihydro-2H-benzo[b][1,4]oxazin-2-yl)ethane-1,2-diol FC1=C(C=C(C=C1)F)C1=CC2=C(O[C@H](CN2S(=O)(=O)C2=CC(=CC=C2)C(F)(F)F)[C@@H](CO)O)C=C1